3-methoxy-10H-tribenzo[b,e,g][1,4]selenazocine COC1=CC2=C(C3=C(NC4=C([Se]2)C=CC=C4)C=CC=C3)C=C1